1,5,6-trifluoro-4-(4,4,5,5-tetramethyl-1,3,2-dioxaborolan-2-yl)naphthalen FC1=CC=C(C2=C(C(=CC=C12)F)F)B1OC(C(O1)(C)C)(C)C